CCCCCCCCCCCCCCCCCC(=O)OC(CCCCC)CCCCCCCCCCCC(=O)O The molecule is a fatty acid ester obtained by formal condensation of the carboxy group of octadecanoic acid with the hydroxy group of 13-hydroxyoctadecanoic acid. It is a fatty acid ester and a monocarboxylic acid. It derives from a 13-hydroxyoctadecanoic acid and an octadecanoic acid. It is a conjugate acid of a 13-(octadecanoyloxy)octadecanoate.